(S)-8-chloro-6-(((1-cyclopropyl-1H-1,2,3-triazol-4-yl)(6-fluoro-2-methylpyridin-3-yl)methyl)amino)-4-(neopentylamino)quinoline-3-carbonitrile ClC=1C=C(C=C2C(=C(C=NC12)C#N)NCC(C)(C)C)N[C@@H](C=1C(=NC(=CC1)F)C)C=1N=NN(C1)C1CC1